C(C)OP(OCC)(=O)\C=C(\C(C(F)(F)F)(F)F)/F (Z)-2,3,3,4,4,4-hexafluorobut-1-enylphosphonic acid diethyl ester